C(C1=CC=CC=C1)OC(CCOCNC(CNC(OCC1C2=CC=CC=C2C=2C=CC=CC12)=O)=O)=O (9H-fluoren-9-yl)-3,6-dioxo-2,9-dioxa-4,7-diazadodecane-12-oic acid benzyl ester